BrC1=NN(C2=C1N=C(N=C2O)NC(=O)OC)CC2=C(C=C(C(=O)OC)C=C2)OC(F)F methyl 4-((3-bromo-7-hydroxy-5-((methoxycarbonyl)amino)-1H-pyrazolo[4,3-d]pyrimidin-1-yl)methyl)-3-(difluoromethoxy)-benzoate